7-pyridazin-3-yl-1H-indole-3-sulfonyl chloride N1=NC(=CC=C1)C=1C=CC=C2C(=CNC12)S(=O)(=O)Cl